C(C1=CC=CC=C1)OC(=O)N1C2CNCC1CC(C2)=O 7-oxo-3,9-diazabicyclo[3.3.1]nonane-9-carboxylic acid benzyl ester